CN(C)CC(=O)NC1=CC2=C(C=C1)NC(=O)C3=CC=CC=C32.Cl N-(5,6-Dihydro-6-oxo-2-phenanthridinyl)-2-acetamide hydrochloride